C(C1=CC=CC=C1)OC=1C=CC(=C(C1)NC(CCN1CCCCC1)=O)C N-(5-(benzyloxy)-2-methylphenyl)-3-(piperidin-1-yl)propanamide